5-bromo-2-[3-ethyl-6-(trifluoromethyl)imidazo[4,5-b]pyridin-2-yl]-3-(ethylsulfanyl)pyridine BrC=1C=C(C(=NC1)C1=NC=2C(=NC=C(C2)C(F)(F)F)N1CC)SCC